2-(4-(4-(benzyloxy)-3-isopropylbenzyl)-3,5-dichlorophenoxy)-2,2-difluoroacetic acid C(C1=CC=CC=C1)OC1=C(C=C(CC2=C(C=C(OC(C(=O)O)(F)F)C=C2Cl)Cl)C=C1)C(C)C